dihydroaza-pentacenedisulfonate (Dihydro azapentacenedisulfonate) N1(C(C=CC2=CC3=CC4=CC5=CC=CC=C5C=C4C=C3C=C12)S(=O)(=O)O)S(=O)(=O)O.N1(C(C=CC2=CC3=CC4=CC5=CC=CC=C5C=C4C=C3C=C12)S(=O)(=O)O)S(=O)(=O)O